1,3-diethyl-imidazole diethyl-phosphate C(C)OP(=O)(OCC)O.C(C)N1CN(C=C1)CC